C(C)OC=1C=C(C=O)C=CC1OC(CC=C)CCCCCCCCC=C 3-ethoxy-4-(tetradec-1,13-dien-4-yloxy)benzaldehyde